N-(1-(7-Methoxy-2-methylquinolin-5-yl)cyclopropyl)-2-methyl-5-((1-methylazetidin-2-yl)methoxy)benzamide COC1=CC(=C2C=CC(=NC2=C1)C)C1(CC1)NC(C1=C(C=CC(=C1)OCC1N(CC1)C)C)=O